tert-butyl (2-(3-methoxy-4-(((5-(thiophen-2-yl)-1,3,4-oxadiazol-2-yl)methyl)carbamoyl) phenoxy)ethyl)(methyl)carbamate COC=1C=C(OCCN(C(OC(C)(C)C)=O)C)C=CC1C(NCC=1OC(=NN1)C=1SC=CC1)=O